Pyridazine-4-carboxylic acid [5-(1-methyl-2-oxo-1,2,3,4-tetrahydro-quinolin-6-yl)-pyridin-3-ylmethyl]-amide CN1C(CCC2=CC(=CC=C12)C=1C=C(C=NC1)CNC(=O)C1=CN=NC=C1)=O